C(C1=CC=CC=C1)OC1=C(C(=C(C=C1)[C@H]1[C@@H](O[C@]([C@H]1C)(C(F)(F)F)C)C(=O)OCC1=CC=CC=C1)OC)F benzyl (2R,3S,4S,5R)-3-(4-(benzyloxy)-3-fluoro-2-methoxyphenyl)-4,5-dimethyl-5-(trifluoromethyl)tetrahydrofuran-2-carboxylate